((1-ethyl-4-fluoro-1H-pyrazol-5-yl)sulfinyl)carbamic acid tert-butyl ester C(C)(C)(C)OC(NS(=O)C1=C(C=NN1CC)F)=O